CN(S(=O)(=O)C)C12CC(C1)(C2)N2C(N1[C@@H](CNCC1)C2)=O (S)-N-methyl-N-(3-(3-oxohexahydroimidazo[1,5-a]pyrazin-2(3H)-yl)Bicyclo[1.1.1]pentan-1-yl)methanesulfonamide